2-(4-{[(3R)-azepan-3-yl]amino}pyrido[3,4-d]pyridazin-1-yl)-5-(trifluoromethyl)phenol N1C[C@@H](CCCC1)NC=1N=NC(=C2C1C=NC=C2)C2=C(C=C(C=C2)C(F)(F)F)O